[Na+].CC1(C(C1)CCCCC/C=C/C(=O)[O-])C (E)-8-(2,2-dimethylcyclopropyl)oct-2-enoic acid sodium salt